diisononyl adipate (di(7-methyloctyl) adipate) CC(CCCCCCC(C(=O)O)(CCCC(=O)O)CCCCCCC(C)C)C.C(CCCCC(=O)OCCCCCCC(C)C)(=O)OCCCCCCC(C)C